N1=CC=C(C=C1)C=1OC(=CC1)Cl pyridin-4-yl-5-Chlorofuran